O1NC=CCC2=C1C=CC=C2 2,5-dihydrobenzoxazepine